FC1=C(C=C(C(=C1)F)F)CC(=O)O 2,4,5-trifluorophenyl-acetic acid